ClC1=NC(=CC(=C1)N1[C@@H](COCC1)C)S(=O)(=O)C (R)-4-(2-chloro-6-(methylsulfonyl)pyridin-4-yl)-3-methyl-morpholine